2-hydroxyhexatriacontane OC(C)CCCCCCCCCCCCCCCCCCCCCCCCCCCCCCCCCC